4-((3-(ethoxymethyl)-3-phenethylpyrrolidin-1-yl)methyl)-1-methyl-1H-pyrazole C(C)OCC1(CN(CC1)CC=1C=NN(C1)C)CCC1=CC=CC=C1